propenylpiperidine C(=CC)N1CCCCC1